FC1(C=CN(C=C1)C1=NC(=CC(=C1F)C1=NN=C(O1)C1=C(C=C(C=C1)NS(=O)(=O)CCO)N1CCC2(CC2)CC1)C)F N-(4-(5-(2-(4,4-difluoropyridin-1-yl)-3-fluoro-6-methylpyridin-4-yl)-1,3,4-oxadiazol-2-yl)-3-(6-azaspiro[2.5]octane-6-yl)phenyl)-2-hydroxyethane-1-sulfonamide